N1,N4-dicyclohexylterephthalamide C1(CCCCC1)NC(C1=CC=C(C(=O)NC2CCCCC2)C=C1)=O